4-bromo-2-(3-(3,4-dimethoxyphenyl)acryloyl)phenyl thiophene-2-carboxylate S1C(=CC=C1)C(=O)OC1=C(C=C(C=C1)Br)C(C=CC1=CC(=C(C=C1)OC)OC)=O